ClC1=CC=C(C=C1)C(C(F)(F)F)N(S(=O)(=O)N1CC(OCC1)(C)C)C N-(1-(4-chlorophenyl)-2,2,2-trifluoroethyl)-N,2,2-trimethylmorpholine-4-sulfonamide